3-(6-(Dimethylamino)-9H-purin-9-yl)decan-1-ol CN(C1=C2N=CN(C2=NC=N1)C(CCO)CCCCCCC)C